ClC1=C(C=C(OCC(=O)NC23CC(C2)(C3)C(=O)NCC=3OC(=CN3)C)C=C1)F 3-[2-(4-chloro-3-fluorophenoxy)acetamido]-N-[(5-methyl-1,3-oxazol-2-yl)methyl]bicyclo[1.1.1]pentane-1-carboxamide